ClC1=CC(=CC(=C1)C(=C)C(F)(F)OC1=C(C=CC=C1)C(C)(C)C)Cl 1,3-dichloro-5-(3-(2-tert-butylphenoxy)-3,3-difluoroprop-1-en-2-yl)benzene